FC(C1CCC(CC1)C(=O)N1[C@H]([C@H]([C@@H]([C@H](C1)OCC1=CC=CC=C1)OCC1=CC=CC=C1)OCC1=CC=CC=C1)COCC1=CC=CC=C1)F ((1s,4R)-4-(difluoromethyl)cyclohexyl)((2S,3R,4R,5S)-3,4,5-tris(benzyloxy)-2-((benzyloxy)methyl)piperidin-1-yl)methanone